3-(((R)-7-((2S,4R)-2-(3,5-difluorophenyl)-4-(methylamino)piperidine-1-carbonyl)-7-azaspiro[4.5]dec-10-yl)methyl)-6-(2-methoxyphenyl)pyrimidin-4(3H)-one FC=1C=C(C=C(C1)F)[C@H]1N(CC[C@H](C1)NC)C(=O)N1CC2(CCCC2)[C@@H](CC1)CN1C=NC(=CC1=O)C1=C(C=CC=C1)OC